N-(2-((2S,3S)-2-fluoro-3-hydroxybutyl)-6-morpholino-1-oxoisoindolin-5-yl)pyrazolo[1,5-a]pyrimidine-3-carboxamide F[C@@H](CN1C(C2=CC(=C(C=C2C1)NC(=O)C=1C=NN2C1N=CC=C2)N2CCOCC2)=O)[C@H](C)O